CC1=C(CNC=2C=3N(C=C(C2)N=C(C2=CC=CC=C2)C2=CC=CC=C2)C(=C(N3)C)C)C(=CC=C1)C N-(2,6-dimethylbenzyl)-6-((diphenylmethylene)amino)-2,3-dimethylimidazo[1,2-a]pyridin-8-amine